3-cyclopropyl-N-(2-fluoro-2-methylpropyl)-7-pyridin-3-yloxy-8,9-dihydro-7H-cyclopenta[h]isoquinoline-5-sulfonamide C1(CC1)C=1N=CC=2C3=C(C=C(C2C1)S(=O)(=O)NCC(C)(C)F)C(CC3)OC=3C=NC=CC3